(3-methylenecyclobutyl)methanol C=C1CC(C1)CO